3-(aminomethyl)-N-{3-[(4-methylpiperazin-1-yl)methyl]-5-(trifluoromethyl)phenyl}-4-(propan-2-yl)benzamide NCC=1C=C(C(=O)NC2=CC(=CC(=C2)C(F)(F)F)CN2CCN(CC2)C)C=CC1C(C)C